FC=1C=C2C(=NC(=NC2=C(C1C1=C2C=NNC2=CC(=C1C(F)(F)F)C)F)OC[C@]12CCCN2C[C@@H](C1)F)N1CCOCCC1 4-(6,8-difluoro-2-(((2R,7aS)-2-fluorotetrahydro-1H-pyrrolizin-7a(5H)-yl)methoxy)-7-(6-methyl-5-(trifluoromethyl)-1H-indazol-4-yl)quinazolin-4-yl)-1,4-oxazepane